5-chloro-1-(1-methyl-1H-pyrazol-4-yl)-6-(2-azaspiro[3.3]heptan-6-yl)-1H-indazole ClC=1C=C2C=NN(C2=CC1C1CC2(CNC2)C1)C=1C=NN(C1)C